(1s,4s)-4-((4-([1,2,4]Triazolo[4,3-a]pyridin-7-ylethynyl)-[2,4'-bipyrimidin]-2'-yl)amino)cyclohexan-1-ol N=1N=CN2C1C=C(C=C2)C#CC2=NC(=NC=C2)C2=NC(=NC=C2)NC2CCC(CC2)O